4-phenylcyclohexanecarbaldehyde C1(=CC=CC=C1)C1CCC(CC1)C=O